6-cyclopropyl-3-ethylsulfanyl-pyridine-2-carboxylic acid C1(CC1)C1=CC=C(C(=N1)C(=O)O)SCC